5-amino-6-[1-methyl-5-(trifluoromethyl)benzimidazol-2-yl]pyridine-2-carboxamide NC=1C=CC(=NC1C1=NC2=C(N1C)C=CC(=C2)C(F)(F)F)C(=O)N